(methoxy)decanediol COC(CCCCCCCCC)(O)O